Tert-butyl 4-(2-(3-chloro-4-(4,4,5,5-tetramethyl-1,3,2-dioxaborolan-2-yl)phenoxy)ethyl)piperazine-1-carboxylate ClC=1C=C(OCCN2CCN(CC2)C(=O)OC(C)(C)C)C=CC1B1OC(C(O1)(C)C)(C)C